O=C[C@H](CC=C)NC(OC(C)(C)C)=O tert-butyl (S)-(1-oxopent-4-en-2-yl)carbamate